2-(5-methyloxazol-4-yl)-N-[4-[3-(2-pyridyl)-1H-pyrrolo[3,2-b]pyridin-2-yl]-2-pyridyl]acetamide CC1=C(N=CO1)CC(=O)NC1=NC=CC(=C1)C1=C(C2=NC=CC=C2N1)C1=NC=CC=C1